C(C)(C)(C)OC(=O)N1CC2C(C1)CC(C2)C(C)N 5-(1-aminoethyl)hexahydrocyclopenta[c]pyrrole-2(1H)-carboxylic acid tert-butyl ester